6-(3-(5-(1-(cyclopropylmethyl)piperidin-4-yl)-3-methylpyridin-2-yl)-4-isopropyl-1H-pyrazol-5-yl)-8-methoxy-[1,2,4]triazolo[1,5-a]pyridine C1(CC1)CN1CCC(CC1)C=1C=C(C(=NC1)C1=NNC(=C1C(C)C)C=1C=C(C=2N(C1)N=CN2)OC)C